N=C(C1=CSC(=C1)CNC(=O)[C@H]1N([C@H]2C[C@]2(C1)C)C(CNC(CCCOC1=CC=C(C=C1)S(F)(F)(F)(F)F)=O)=O)NC(OCC1=CC=CC=C1)=O benzyl (imino(5-(((1S,3S,5S)-5-methyl-2-((4-(4-(pentafluoro-λ6-sulfanyl)phenoxy)butanoyl)glycyl)-2-azabicyclo[3.1.0]hexane-3-carboxamido)-methyl)-thiophen-3-yl)methyl)carbamate